N-(6-(1-methyl-1H-1,2,3-triazol-4-yl)isoquinolin-3-yl)-2-(piperidin-1-yl)propanamide CN1N=NC(=C1)C=1C=C2C=C(N=CC2=CC1)NC(C(C)N1CCCCC1)=O